FC1=C(C=C(C=C1)C=C[N+](=O)[O-])F 1,2-difluoro-4-(2-nitro-vinyl)-benzene